(2S)-4,4-difluoro-2-(4-fluorophenyl)-N-{4-[7-(pyridin-2-yl)-4-(2,2,2-trifluoroethoxy)-5H-pyrrolo[3,2-d]pyrimidin-6-yl]pyridin-2-yl}butanamide FC(C[C@H](C(=O)NC1=NC=CC(=C1)C1=C(C=2N=CN=C(C2N1)OCC(F)(F)F)C1=NC=CC=C1)C1=CC=C(C=C1)F)F